NC1=NC=2C=CC(=CC2C2=C1C=NN2C)C(=O)N(N(C(=O)C=2N=CSC2C)C)CC2=NC=C(C=C2)C(F)(F)F N'-(4-amino-1-methyl-1H-pyrazolo[4,3-c]quinoline-8-carbonyl)-N,5-dimethyl-N'-((5-(trifluoromethyl)pyridin-2-yl)methyl)thiazole-4-carbohydrazide